(7R,14R)-1-(difluoromethoxy)-11-(3-isopropoxyprop-1-yn-1-yl)-6-(methyl-d3)-6,7-dihydro-7,14-methanobenzo[f]benzo[4,5]imidazo[1,2-a][1,4]diazocin-5(14H)-one FC(OC1=CC=CC=2C(N([C@H]3C=4N([C@@H](C21)C3)C3=C(N4)C=CC(=C3)C#CCOC(C)C)C([2H])([2H])[2H])=O)F